ClC1=CC=C(C=C1)N1C(=NC=C1)C1=CC=C(C=C1)OC (4-chlorophenyl)-2-(4-methoxyphenyl)-1H-imidazole